N[C@H]1[C@@H](COCC1)O (3S,4R)-4-amino-tetrahydropyran-3-ol